2-(4-(Difluoromethoxy)-2,3-dihydrobenzofuran-5-yl)-4,4,5,5-tetramethyl-1,3,2-dioxaborolane FC(OC1=C(C=CC2=C1CCO2)B2OC(C(O2)(C)C)(C)C)F